FC=1C=C(C=NC1)CCCNC(=O)C=1OC=CC1C1=CC(=C(C=C1)OC)I N-(3-(5-fluoropyridin-3-yl)propyl)-3-(3-iodo-4-methoxyphenyl)furan-2-carboxamide